2-({7-amino-4-[3-(4-cyanobenzyl)-4-hydroxyphenyl]-1-oxo-2,3-dihydro-1H-isoindol-2-yl}methyl)prop-2-enamide NC=1C=CC(=C2CN(C(C12)=O)CC(C(=O)N)=C)C1=CC(=C(C=C1)O)CC1=CC=C(C=C1)C#N